O=C(C(=O)OCCCCCCCCCCCCCCCCCC)CCC(=O)OCCCCCCCCCCCCCCCCCC Dioctadecyl 2-oxopentanedioate